ClC(C(=O)N(NC([C@H]1N(CCC1)C(=O)C=1NC2=CC=CC(=C2C1)F)=O)CCC(=O)N)F 3-(1-(2-chloro-2-fluoroacetyl)-2-((4-fluoro-1H-indole-2-carbonyl)-L-prolyl)hydrazinyl)propanamide